2-Oxo-imidazolidine-1,5-dicarboxylic acid (S)-1-benzyl 5-methyl ester COC(=O)C1CNC(N1C(=O)OCC1=CC=CC=C1)=O